C1(CCC1)C(C=1C=C(N)C=CC1)C1=NN=CN1C 3-(Cyclobutyl-(4-methyl-4H-1,2,4-triazol-3-yl)methyl)aniline